C(C)(C)C=1C=NN2C1N=C(N=C2NCC=2C=CC(=[N+](C2)[O-])NC(=O)C2CNCCC2)OC2CCN(CC2)C 5-(((8-isopropyl-2-((1-methylpiperidin-4-yl)oxy)pyrazolo[1,5-a][1,3,5]triazin-4-yl)amino)methyl)-2-(piperidine-3-carboxamido)pyridine 1-oxide